2-chloro-4-(8-(4-(4-((1-(2-(2,6-dioxopiperidin-3-yl)-1,3-dioxoisoindolin-5-yl)azetidin-3-yl)methyl)piperazin-1-yl)benzoyl)-3-methyl-2,8-diazaspiro[4.5]decan-2-yl)benzonitrile ClC1=C(C#N)C=CC(=C1)N1CC2(CC1C)CCN(CC2)C(C2=CC=C(C=C2)N2CCN(CC2)CC2CN(C2)C=2C=C1C(N(C(C1=CC2)=O)C2C(NC(CC2)=O)=O)=O)=O